2-(2,6-dioxo-3-Piperidinyl)isoindoline-1,3-dione oxalate salt C(C(=O)O)(=O)O.O=C1NC(CCC1N1C(C2=CC=CC=C2C1=O)=O)=O